(3R)-5-methyl-3-[4-(7H-pyrrolo[2,3-d]pyrimidin-4-yl)-1H-pyrazol-1-yl]hexanenitrile CC(C[C@H](CC#N)N1N=CC(=C1)C=1C2=C(N=CN1)NC=C2)C